6,6'-(HEXYLAZANEDIYL)BIS(N,N-DIOCTYLHEXANAMIDE) C(CCCCC)N(CCCCCC(=O)N(CCCCCCCC)CCCCCCCC)CCCCCC(=O)N(CCCCCCCC)CCCCCCCC